(6-Ethyl-6H-furo[2,3-b]pyrrol-5-yl)methanol C(C)N1C2=C(C=C1CO)C=CO2